1-(benzo[d]isoxazol-3-yl)-3-chloro-N,N-bis(2,4-dimethoxybenzyl)propane-1-sulfonamide O1N=C(C2=C1C=CC=C2)C(CCCl)S(=O)(=O)N(CC2=C(C=C(C=C2)OC)OC)CC2=C(C=C(C=C2)OC)OC